(1aR,5aR)-2-(2,4-Difluoro-phenyl)-1a,2,5,5a-tetrahydro-1H-2,3-diaza-cyclopropa[a]pentalene-4-carboxylic acid (1,4-dimethyl-1H-pyrrol-2-ylmethyl)-amide CN1C(=CC(=C1)C)CNC(=O)C=1C=2C[C@@H]3[C@H](C2N(N1)C1=C(C=C(C=C1)F)F)C3